C1(CC1)[C@@H](CCO)NC1=CC(NC2=CC=C(C=C12)[N+](=O)[O-])=O (R)-4-((1-cyclopropyl-3-hydroxypropyl)amino)-6-nitroquinolin-2(1H)-one